ClC1=CC=C(C=C1)[C@@H]1COC2=C(O1)C=CC=C2C2CCN(CC2)CC=2N(C(=CN2)/C=C/C(=O)O)CC2=CC=NO2 (R,E)-3-(2-((4-(2-(4-chlorophenyl)-2,3-dihydrobenzo[b][1,4]dioxin-5-yl)piperidin-1-yl)methyl)-1-(isoxazol-5-ylmethyl)-1H-imidazol-5-yl)acrylic acid